2-(4-((2s,6r)-6-methyl-4-tosylmorpholin-2-yl)-1H-pyrazol-1-yl)ethan-1-ol methyl-5-isopropyl-7-(2-methoxyethyl)pyrrolo[2,3-b]pyrazine-3-carboxylate CC=1N=C2C(=NC1C(=O)OCCN1N=CC(=C1)[C@H]1CN(C[C@H](O1)C)S(=O)(=O)C1=CC=C(C)C=C1)N(C=C2CCOC)C(C)C